CN1N=CC=C1C(F)(F)F methyl-5-trifluoromethyl-1H-pyrazole